C1N(CC12COCC2)[C@@H](C)C=2C=CC(=NC2)NC2=NC=NC(=C2)NC2=NC=CC=C2S(=O)(=O)C (S)-N4-(5-(1-(6-oxa-2-azaspiro[3.4]octan-2-yl)ethyl)pyridin-2-yl)-N6-(3-(methylsulfonyl)pyridin-2-yl)pyrimidine-4,6-diamine